N[C@@H]([C@@H](C(=O)N[C@H](C(=O)O)CC1=CC=C(C=C1)OC)O)CC1=CC=CC=C1 (2S)-2-[[(2S,3R)-3-amino-2-hydroxy-4-phenyl-butanoyl]amino]-3-(4-methoxyphenyl)propanoic acid